ClC1=CC2=C(N(C(C(N2C)=O)=O)C2CCN(CC2)C2=NC=C(C=N2)CCl)N=C1 7-chloro-4-(1-(5-(chloromethyl)pyrimidin-2-yl)piperidin-4-yl)-1-methyl-1,4-dihydropyrido[2,3-b]Pyrazine-2,3-dione